NC1=CC(=C2S(CCCCCC(C3=NN=C(C1=N2)O3)(O)C(F)(F)F)(=O)=O)C(F)(F)F 16-amino-12,12-dioxo-6,14-bis(trifluoromethyl)-18-oxa-12λ6-thia-3,4,17-triazatricyclo[11.3.1.12,5]octadeca-1(17),2,4,13,15-pentaen-6-ol